Z-9-Hexadecenal C(CCCCCCC\C=C/CCCCCC)=O